Bis(2-ethylbutyl) 9,9'-((4-((2-(4-(2-((4-(bis(2-hydroxy-7-isopropoxy-7-oxoheptyl)amino)-butanoyl)oxy)ethyl)piperazin-1-yl)ethyl)disulfaneyl)butyl)azanediyl)bis(8-hydroxynonanoate) OC(CN(CCCC(=O)OCCN1CCN(CC1)CCSSCCCCN(CC(CCCCCCC(=O)OCC(CC)CC)O)CC(CCCCCCC(=O)OCC(CC)CC)O)CC(CCCCC(OC(C)C)=O)O)CCCCC(=O)OC(C)C